N-behenyl-lysine Methyl-(E)-5-(4,4,5,5-tetramethyl-1,3,2-dioxaborolan-2-yl)pent-4-enoate CC(C(=O)O)C\C=C\B1OC(C(O1)(C)C)(C)C.C(CCCCCCCCCCCCCCCCCCCCC)N[C@@H](CCCCN)C(=O)O